1,4,5,6-tetracarboxynaphthalene C(=O)(O)C1=CC=C(C2=C(C(=CC=C12)C(=O)O)C(=O)O)C(=O)O